palladium(II) hydrogencarbonate C(O)([O-])=O.[Pd+2].C(O)([O-])=O